OC[C@@H]1N(C[C@@H]([C@H]([C@@H]1O)O)O)CC1CCN(CC1)C1=CC=C(C=C1)C(F)(F)F (2S,3R,4R,5S)-2-(hydroxymethyl)-1-((1-(4-(trifluoromethyl)phenyl)piperidin-4-yl)methyl)piperidine-3,4,5-triol